FC=1C=CC(=NC1)N1CC=2C(=NC=CC2C1=O)C1=C(C=CC=C1)OCC(F)(F)F 2-(5-fluoropyridin-2-yl)-4-[2-(2,2,2-trifluoroethoxy)phenyl]-2,3-dihydro-1H-pyrrolo[3,4-c]pyridin-1-one